N[C@@H](COC1=C(N(N=C1)C)C1=CC=2N(C=C1)N=C(C2)NC(=O)C2CC2)C2=CC=CC=C2 N-[5-[4-[(2R)-2-amino-2-phenyl-ethoxy]-2-methyl-pyrazol-3-yl]pyrazolo[1,5-a]pyridin-2-yl]cyclopropanecarboxamide